6-bromo-7-cyclobutoxy-2-(1-methyl-2-oxabicyclo[2.2.2]oct-4-yl)imidazo[1,2-a]pyridine BrC=1C(=CC=2N(C1)C=C(N2)C21COC(CC2)(CC1)C)OC1CCC1